[3b]-androsta-4,16-dien-3-ol C[C@@]12C=CC[C@H]1[C@@H]1CCC3=C[C@H](CC[C@]3(C)[C@H]1CC2)O